N-[(2-aminoquinolin-7-yl)methyl]-N-(2-methanesulfonylphenyl)imidazo[1,2-a]pyrimidine-6-carboxamide NC1=NC2=CC(=CC=C2C=C1)CN(C(=O)C=1C=NC=2N(C1)C=CN2)C2=C(C=CC=C2)S(=O)(=O)C